3-((6-(3-methyl-1H-pyrazol-4-yl)-1-oxoisoquinolin-2(1H)-yl)methyl)-N-(4-(methylsulfonylamino)phenyl)benzamide CC1=NNC=C1C=1C=C2C=CN(C(C2=CC1)=O)CC=1C=C(C(=O)NC2=CC=C(C=C2)NS(=O)(=O)C)C=CC1